ClC1=C(C=CC(=C1)CC(=O)OC)N1CCN(CC1)C(=O)OC(C)(C)C tert-butyl 4-[2-chloro-4-(2-methoxy-2-oxoethyl) phenyl]-piperazine-1-carboxylate